C(C)(C)(C)C1=NNC(=C1OC1CC(CC1)C1=CC(=NN1)NC=1C=CC2=C(CNS2(=O)=O)C1F)C 5-((5-(3-((3-(tert-butyl)-5-methyl-1H-pyrazol-4-yl)oxy)cyclopentyl)-1H-pyrazol-3-yl)amino)-4-fluoro-2,3-dihydrobenzo[d]isothiazole 1,1-dioxide